3-((8-methoxy-2-(6-methylpyridin-3-yl)-2,3-dihydrobenzo[b][1,4]dioxin-6-yl)methyl)-3H-imidazo[4,5-b]pyridine COC1=CC(=CC2=C1OC(CO2)C=2C=NC(=CC2)C)CN2C=NC=1C2=NC=CC1